N-{4-[2-(2-chloro-3-fluorophenyl)acetamido]pyridin-2-yl}-N-(3-fluoro-4-methoxyphenyl)acetamide ClC1=C(C=CC=C1F)CC(=O)NC1=CC(=NC=C1)N(C(C)=O)C1=CC(=C(C=C1)OC)F